D-(+)-proline methyl ester COC([C@@H]1NCCC1)=O